(2-amino-5-bromo-6-methyl-3-pyridyl)-[3-(trifluoromethyl)-1-bicyclo[1.1.1]pentanyl]-methanone NC1=NC(=C(C=C1C(=O)C12CC(C1)(C2)C(F)(F)F)Br)C